ClC=1C=C(C=CC1C=1N(C2=NC=NC(=C2N1)OC1(CC1)C)CC1=NC=CC(=C1)C)N1C(NCC1)=O 1-(3-chloro-4-(6-(1-methylcyclopropoxy)-9-((4-methylpyridin-2-yl)methyl)-9H-purin-8-yl)phenyl)imidazolidin-2-one